C(CCCC)C=1C(C=CC(C1)=O)=O 5-pentyl-1,4-benzoquinone